CC(CCCCCCCC)CCCC(CCCC(CCCCCCCC)C)C 9,13,17-Trimethylpentacosane